7-(1-(4,4-difluoro-2-phenylpyrrolidin-1-yl)-2,2,2-trifluoroethyl)-3-(2,4-difluorophenoxy)-1,6-naphthyridine FC1(CC(N(C1)C(C(F)(F)F)C1=NC=C2C=C(C=NC2=C1)OC1=C(C=C(C=C1)F)F)C1=CC=CC=C1)F